C=1(C(=CC=CC1)C(=O)OC)C=1C(=CC=CC1)C(=O)OC dimethyl 2,2'-biphenyldicarboxylate